BrC=1C(=NC=CC1)NC1=CC=C(C=C1)C(F)(F)F 3-bromo-N-(4-(trifluoromethyl)phenyl)pyridin-2-amine